C12COCC(CC1)N2C=2N=CC(=NC2)OC2=C(C=C(C=C2)NC(=O)C2CC(C2)OC)C N-(4-((5-(3-oxa-8-azabicyclo[3.2.1]octan-8-yl)pyrazin-2-yl)oxy)-3-methylphenyl)-3-methoxycyclobutane-1-carboxamide